dimethyl 4-((1r,3r)-3-(isopropyl(piperidin-4-ylmethyl)amino)cyclobutoxy)phthalate C(C)(C)N(C1CC(C1)OC=1C=C(C(C(=O)OC)=CC1)C(=O)OC)CC1CCNCC1